Methylisourea hemisulfate S(=O)(=O)(O)O.CNC(O)=N.CNC(O)=N